1-(3-((4-((2',4'-difluoro-4-methoxy-[1,1'-biphenyl]-3-yl)amino)-7-methoxy-quinazolin-6-yl)oxy)-4,4-difluoro-piperidin-1-yl)prop-2-en-1-one FC1=C(C=CC(=C1)F)C1=CC(=C(C=C1)OC)NC1=NC=NC2=CC(=C(C=C12)OC1CN(CCC1(F)F)C(C=C)=O)OC